C(CCCCC(C)C)C1(C2=CC=C(C=C2C=2C=C(C=CC12)Br)Br)CCCCCC(C)C 9,9-diisooctyl-3,6-dibromofluorene